methyl 1-(5-(1-benzyl-1H-pyrazol-4-yl)-1-methyl-2-oxo-1,2-dihydro-pyridin-4-yl)-1H-pyrrole-3-carboxylate C(C1=CC=CC=C1)N1N=CC(=C1)C=1C(=CC(N(C1)C)=O)N1C=C(C=C1)C(=O)OC